CC1=C(C(=C2C(=N1)SC(=N2)C)[C@H](C)OC)C(=O)O[C@@H](CNCC2=C(C=C1C=CC=NC1=C2)Br)CC (R)-1-(((6-bromoquinolin-7-yl)methyl)amino)butan-2-ol methyl-(S)-7-(1-methoxyethyl)-2-methylthiazolo[5,4-b]pyridine-6-carboxylate